ClC1=C(C=CC=C1NC=1C=NC(=CC1)CC(F)(F)F)[C@@]1(CC(N(C(N1)=N)C1CCOCC1)=O)C (6S)-6-(2-Chloro-3-{[6-(2,2,2-trifluoroethyl)pyridin-3-yl]-amino}phenyl)-2-imino-6-methyl-3-(tetrahydropyran-4-yl)hexahydropyrimidin-4-one